(S)-2-((tert-butoxycarbonyl)(methyl)amino)-3-(2-cyclopropoxy-5-fluoropyridin-3-yl)propanoic acid C(C)(C)(C)OC(=O)N([C@H](C(=O)O)CC=1C(=NC=C(C1)F)OC1CC1)C